C(CCCCCCC)[Sn](CCCCCCCC)(Cl)Cl dioctyltin chloride